BrC1=CC=C2C(=NN(C2=C1)C)N1C(N(C(CC1)=O)CC1=CC=C(C=C1)OC)=O 1-(6-bromo-1-methyl-indazol-3-yl)-3-[(4-methoxyphenyl)-methyl]hexahydropyrimidine-2,4-dione